Cl.C1N(CC2=CC=CC=C12)CC=1C=C(C#N)C(=CN1)OCC1CCNCC1 2-(isoindolin-2-ylmethyl)-5-(piperidin-4-ylmethoxy)isonicotinonitrile hydrochloride